FC1=C(C=CC=C1)[B-](C1=C(C=CC=C1)F)(C1=C(C=CC=C1)F)C1=C(C=CC=C1)F.C(C)(=O)C1=CC=C(C=C1)SC1=CC=C(C=C1)[S+](C1=CC=C(C=C1)SC1=CC=C(C=C1)C(C)=O)C1=CC=C(C=C1)SC1=CC=C(C=C1)C(C)=O tris[4-(4-acetylphenyl)sulfanylphenyl]sulfonium tetrakis(fluorophenyl)borate